C1(=CC=CC2=CC=CC=C12)C(=O)N1CCN(CC1)C(=O)OC(C)(C)C tert-Butyl 4-(1-naphthoyl)piperazine-1-carboxylate